C(C)(C)(C)OC(=O)N([C@@H](C(=O)O)CC1=CC=C(C=C1)O)C (2R)-2-{[(tert-butoxy)carbonyl](methyl)amino}-3-(4-hydroxyphenyl)propanoic acid